(but-3-yn-1-yl)-2-chloro-N-cyclopropyl-5-(1-(2,6-dichloro-4-(perfluoropropan-2-yl)phenyl)-1H-pyrazol-4-yl)nicotinamide C(CC#C)C1=NC(=C(C(=O)NC2CC2)C=C1C=1C=NN(C1)C1=C(C=C(C=C1Cl)C(C(F)(F)F)(C(F)(F)F)F)Cl)Cl